CC(=O)N[C@@H]1[C@H]([C@@H]([C@H](O[C@H]1O[C@H]2[C@H]([C@@H]([C@H](O[C@@H]2OC[C@@H]3[C@H]([C@@H]([C@@H](C(O3)O)O)O)O)CO)O)O)CO)O)O The molecule is an amino trisaccharide consisting of 2-acetamido-2-deoxy-beta-D-glucopyranose, alpha-D-mannopyranose and D-mannopyranose residues joined in sequence by (1->2) and (1->6) glycosidic bonds. It is an amino trisaccharide, a member of acetamides and a glucosamine oligosaccharide. It derives from an alpha-D-Manp-(1->6)-D-Manp.